[OH-].[Ba+2].O.[OH-] water barium hydroxide